2,3,7-naphthalenetricarboxylic acid C1=C(C(=CC2=CC=C(C=C12)C(=O)O)C(=O)O)C(=O)O